ON=C(N)C1=CC(=NC=C1)CO N'-hydroxy-2-(hydroxymethyl)pyridine-4-carboxamidine